C(#N)CCCCCCCCC#N 1,8-dicyano-octane